COC=1C=C(OC2=NC=CC=C2C2=CC(=NC=C2)N)C=C(C1)OC 2-(3,5-dimethoxyphenoxy)-[3,4'-bipyridin]-2'-amine